11-hydroxy-5a,6,14,14a-tetrahydro-1H,5H-pyrido[2,1-f]-pyrrolo[1',2':4,5]pyrazino[2,1-c][1,2,4]triazine-3,10,12(2H)-trione OC=1C(C=CN2NC3N(C(C21)=O)CC2N(C3)C(CC2)=O)=O